C(C)N(C1=C(C=C2C(=N1)COC2)C(=O)NC=2C=C1C(=CC(NC1=C(C2)OC)=O)C)C(C)C 2-[ethyl-(isopropyl)amino]-N-(8-methoxy-4-methyl-2-oxo-1H-quinolin-6-yl)-5,7-dihydrofuro[3,4-b]pyridine-3-carboxamide